CC=1C=CC=2C3(C4=CC=CC=C4OC2C1)OC(C1=CC=CC=C13)=O 3'-methyl-spiro[isobenzofuran-1(3H),9'-[9H]xanthene]-3-one